CC(C)(C)C(=O)OC[C@@H]1[C@H]([C@@H]([C@@H](C(O1)OC(=O)C(C)(C)C)OC(=O)C(C)(C)C)OC(=O)C(C)(C)C)OC(=O)C(C)(C)C 1,2,3,4,6-penta-O-pivaloyl-D-mannopyranose